CCCCC[C@@H]([C@@H](/C=C/C=C/C=C\C=C\[C@H](CCCC(=O)O)O)O)O 5S,14R,15S-trihydroxy-6E,8Z,10E,12E-eicosatetraenoic acid